(R)-4-(2-(1-methoxypropyl)-6-(3-(m-tolyl)-1H-pyrazol-1-yl)pyrimidin-4-yl)morpholine CO[C@H](CC)C1=NC(=CC(=N1)N1CCOCC1)N1N=C(C=C1)C=1C=C(C=CC1)C